B(O)(O)O.ClC1=CC=C(C=C1)C1=CC=CC=C1 4-chlorobiphenyl-boric acid